C(C)(C)(C)C1N(CC12CC(C2)NC2=C1C=CN(C(C1=C(C=C2)Cl)=O)C)C(=O)O.C(C)=C2CC(=C(C=C2)O)C=2C(=CC=CC2)O 4-ethylidenebiphenol tert-butyl-6-((8-chloro-2-methyl-1-oxo-1,2-dihydroisoquinolin-5-yl)amino)-2-azaspiro[3.3]heptane-2-carboxylate